NCCCN(C(=O)C1=CC(=C(C=C1)N1N=C(C=C1C1=C(C=CC=C1OC)OC)C(=O)N(C1(C2CC3CC(CC1C3)C2)C(=O)[O-])C(C)(C)C)C(C)C)CCCN(C)C 2-{[1-{4-[(3-amino-propyl)-(3-dimethylamino-propyl)-carbamoyl]-2-isopropyl-phenyl}-5-(2,6-dimethoxy-phenyl)-1H-pyrazole-3-carbonyl]Tert-butyl-amino}-adamantane-2-carboxylate